3-[2-[4-(3-bromo-8-chloro-4-oxo-chromen-2-yl)phenoxy]ethoxy]cyclobutanecarboxylic acid BrC1=C(OC2=C(C=CC=C2C1=O)Cl)C1=CC=C(OCCOC2CC(C2)C(=O)O)C=C1